4-Oxo-4-(p-tolyl)butanoic acid O=C(CCC(=O)O)C1=CC=C(C=C1)C